NC=1C(=CC(=NC1)Cl)NCC1CCN(CC1)C(=O)OC(C)(C)C tert-Butyl 4-(((5-Amino-2-chloropyridin-4-yl)amino)methyl)piperidine-1-carboxylate